4-chloro-1-(2-chlorophenyl)-6-cyclopropyl-thieno[3,2-d]pyrimidin-2(1H)-one ClC=1C2=C(N(C(N1)=O)C1=C(C=CC=C1)Cl)C=C(S2)C2CC2